C1(CC1)C1=C(CNC2=NN(C=C2C(C)NC2CCN(CC2)C2=C(C=CC=C2F)C2CC2)C)C=CC=C1 {1-[3-(2-Cyclopropyl-benzylamino)-1-methyl-1H-pyrazol-4-yl]-ethyl}-[1-(2-cyclopropyl-6-fluoro-phenyl)-piperidin-4-yl]-amine